NC=1C(=C2CNC(C2=CC1)=O)OC 5-Amino-4-methoxyisoindolin-1-one